C(C1=CC=CC=C1)OC1=CC=C(C=C1)C=CCCC(=O)NC 5-(4-(benzyloxy)phenyl)-1-(methylamino)-1-oxopent-4-en